Isopropyl (3-(isopropyl(methyl)phosphoryl)phenyl)carbamate C(C)(C)P(=O)(C)C=1C=C(C=CC1)NC(OC(C)C)=O